(6-((tetrahydrofuran-3-yl)oxy)pyridazin-3-yl)methanol allyl-12-(2-aminoethyl)-2,2-dimethyl-4,11,16-trioxo-3,8,19,22-tetraoxa-5,12,15-triazapentacosan-25-oate C(C=C)CC(OC(NCCOCCC(N(CCNC(CCOCCOCCC(=O)OCC=1N=NC(=CC1)OC1COCC1)=O)CCN)=O)=O)(C)C